CC1(CC=C(C=C1)O)C 4-methyl-p-cresol